N[C@@H](C(=O)NC=1N=NC(=C(N1)C1CC1)C1=C(C=C(C=C1)C#C)O)C (R)-2-amino-N-(6-(2-hydroxy-4-ethynylphenyl)-5-cyclopropyl-1,2,4-triazin-3-yl)propanamide